1-[5-(ethylsulfanyl)-6-[3-methyl-6-(1,1,2,2,2-pentafluoroethyl)imidazo[4,5-b]pyridin-2-yl]pyridin-3-yl]ethanone C(C)SC=1C=C(C=NC1C1=NC=2C(=NC=C(C2)C(C(F)(F)F)(F)F)N1C)C(C)=O